NC1=C(C2=C(C=3N(C(=C2)C2CC2)N=CN3)N1C1=C(C(=CC=C1C)OC)C)C#N 8-amino-5-cyclopropyl-9-(3-methoxy-2,6-dimethylphenyl)-9H-pyrrolo[2,3-c][1,2,4]triazolo[1,5-a]pyridine-7-carbonitrile